P(=O)([O-])([O-])O.[Na+].[Na+] Di-natrium phosphat